NOC(=O)CCO 2-(aminocarboxy)ethane-1-ol